(S)-2-(3-ethoxy-4-methoxyphenyl)-1-(methylsulphonyl)-eth-2-yl-amine N-acetyl-L-leucine salt C(C)(=O)N[C@@H](CC(C)C)C(=O)O.C(C)OC=1C=C(C=CC1OC)[C@@H](CS(=O)(=O)C)N